9-(5-(4-(tert-butyl)phenyl)-4-methylpyridin-2-yl)-9H-carbazol-2-ol C(C)(C)(C)C1=CC=C(C=C1)C=1C(=CC(=NC1)N1C2=CC=CC=C2C=2C=CC(=CC12)O)C